ClC1=C(C2=C(S1)C1(CC(N(CC1)CC=1C=NN(C1)CCS(=O)(=O)C)C)OCC2O)C 2-chloro-2',3-dimethyl-1'-[[1-(2-methylsulfonylethyl)pyrazol-4-yl]methyl]spiro[4,5-dihydrothieno[2,3-c]pyran-7,4'-piperidine]-4-ol